4-((6-fluoroimidazo[1,2-a]pyridin-2-yl)methyl)-N-hydroxy-3-oxo-3,4-dihydro-2H-benzo[b][1,4]oxazine-6-carboxamide FC=1C=CC=2N(C1)C=C(N2)CN2C1=C(OCC2=O)C=CC(=C1)C(=O)NO